{[4-((1S)-1-{[(5-methyl(2-pyridyl))methyl]amino}ethyl)phenyl]amino}-N-[(4-chlorophenyl)methyl]carboxamide CC=1C=CC(=NC1)CN[C@@H](C)C1=CC=C(C=C1)NC(=O)NCC1=CC=C(C=C1)Cl